C(C)(C)(C)OC(=O)N1C[C@H](CCC1)NC=1C2=C(N=CN1)C(=CC(=N2)C=2C=NC(=CC2)N2CCN(CC2)C)C(N)=O (3S)-3-([8-carbamoyl-6-[6-(4-methylpiperazin-1-yl)pyridin-3-yl]pyrido[3,2-d]pyrimidin-4-yl]amino)piperidine-1-carboxylic acid tert-butyl ester